[K].COC=1C=CC=2N(C1)N=C(C2)C#CC2=C1C=C(N=CC1=C(N=C2)NC)NC(=O)C2CC2 N-(5-((6-methoxypyrazolo[1,5-a]pyridin-2-yl)ethynyl)-8-(methylamino)-2,7-naphthyridin-3-yl)cyclopropanecarboxamide Potassium salt